C(C)N1N=C2C(N=C(C=C2)N)=C1 2-ethylpyrazolo[4,3-b]pyridin-5-amine